ClC1=NC=C2C=CC(N(C2=C1)C(C)C)=O 7-Chloro-1-isopropyl-1,6-naphthyridin-2-one